ClC=1C=C2C=C(C(NC2=CC1)=O)[C@H](C)NC1=CC=C(N(C1=O)C)C#N (S)-5-((1-(6-chloro-2-oxo-1,2-dihydroquinolin-3-yl)ethyl)amino)-1-methyl-6-oxo-1,6-dihydropyridine-2-carbonitrile